O=C1NC(CCC1N(C(C1=CC=CC=C1)=O)C)=O N-(2,6-dioxo-3-piperidyl)-N-methyl-benzamide